C(C)(C)(C)OC(=O)N1C(N2C(C3=C(CC4=C2C=CC=C4)C=CC=C3)C1)N N-tert-butoxycarbonyl-3-amino-9,13b-dihydro-1H-dibenzo[c,f]imidazo[1,5-a]azepine